p-N,N-dimethylaminophenyl-bis-phenyl-phosphine tert-butyl-(S)-6-methyl-4-(4,4,5,5-tetramethyl-1,3,2-dioxaborolan-2-yl)-3,6-dihydropyridine-1(2H)-carboxylate C(C)(C)(C)OC(=O)N1CCC(=C[C@@H]1C)B1OC(C(O1)(C)C)(C)C.CN(C)C1=CC=C(C=C1)P(C1=CC=CC=C1)C1=CC=CC=C1